4-(chroman-4-yl)-1H-imidazole O1CCC(C2=CC=CC=C12)C=1N=CNC1